C1(=CC=CC=C1)P(C1=CC=CC=2C(C3=CC=CC(=C3CC12)P(C1=CC=CC=C1)C1=CC=CC=C1)(OC)OC)C1=CC=CC=C1 4,5-bis(diphenylphosphino)-9,9-dimethoxyanthracene